4,6-dimethyloctadecylhexoxymethyl ether CC(CCCC(OCCCCCC)OC(CCCC(CC(CCCCCCCCCCCC)C)C)OCCCCCC)CC(CCCCCCCCCCCC)C